CN(CCNC(=O)C1=CC=2C=3C=C4C(=C(C3N(C2C=C1)C)C)C=CN=C4)C N-(2-(dimethylamino)ethyl)-5,6-dimethyl-6H-pyrido[4,3-b]carbazole-9-carboxamide